(S)-2-((6-bromopyridin-2-yl)carbamoyl)indoline-1-carboxylic acid tert-butyl ester C(C)(C)(C)OC(=O)N1[C@@H](CC2=CC=CC=C12)C(NC1=NC(=CC=C1)Br)=O